N-[[3-[4-[[(3S,4R)-3-fluoro-1-methyl-4-piperidyl]amino]-1-(2,2,2-trifluoroethyl)indol-2-yl]-1,2,4-oxadiazol-5-yl]methyl]-2-morpholino-thiazole-4-carboxamide F[C@H]1CN(CC[C@H]1NC1=C2C=C(N(C2=CC=C1)CC(F)(F)F)C1=NOC(=N1)CNC(=O)C=1N=C(SC1)N1CCOCC1)C